N-(4-cyano-2-fluoro-phenyl)-4-(2-methoxyphenyl)-1H-pyrrole-3-sulfonamide C(#N)C1=CC(=C(C=C1)NS(=O)(=O)C1=CNC=C1C1=C(C=CC=C1)OC)F